cis-8-((4-((Cyclopropylmethyl)(4-fluorophenyl)amino)cyclohexyl)amino)-5-methyl-6-oxo-5,6-dihydro-1,5-naphthyridine-2-carbonitrile C1(CC1)CN([C@H]1CC[C@H](CC1)NC1=CC(N(C=2C=CC(=NC12)C#N)C)=O)C1=CC=C(C=C1)F